7-chloro-9-(4-chloro-2-fluoro-phenyl)-2-methyl-pyrido[1,2-a]pyrimidin-4-one ClC=1C=C(C=2N(C(C=C(N2)C)=O)C1)C1=C(C=C(C=C1)Cl)F